C(CCC)OC(COCCOCCOCCO)(OCCCC)O dibutoxytetraethylene glycol